(2R)-ethyl 2-((5-((1S)-3-chloro-4-formyl-2-methylphenyl)-6-(prop-1-yn-1-yl)thieno[2,3-d]pyrimidin-4-yl)oxy)-3-(5-formyl-2-((2-(2-methoxyphenyl)pyrimidin-4-yl)methoxy)phenyl)propanoate ClC=1C(=C(C=CC1C=O)C1=C(SC=2N=CN=C(C21)O[C@@H](C(=O)OCC)CC2=C(C=CC(=C2)C=O)OCC2=NC(=NC=C2)C2=C(C=CC=C2)OC)C#CC)C